NC1=NC=C(C=C1O[C@H](C)C=1C=C(C=CC1)NC(C1=CC(=CC=C1)C1(CCCCC1)O)=O)Cl (R)-N-(3-(1-((2-Amino-5-chloropyridin-3-yl)oxy)ethyl)phenyl)-3-(1-hydroxycyclohexyl)benzamid